ClC=1C(=NC(=NC1)N1CC(C(C(C1)C)(F)F)CCN1CC(C1)(F)F)NC=1C=C2C=C(C(N(C2=CC1)C)=O)OCC(=O)NC 2-((6-((5-Chloro-2-(3-(2-(3,3-difluoroazetidin-1-yl)ethyl)-4,4-difluoro-5-methylpiperidin-1-yl)pyrimidin-4-yl)amino)-1-methyl-2-oxo-1,2-dihydroquinolin-3-yl)oxy)-N-methylacetamide